6-iodo-2-methyl-3H-1,3-benzodiazole IC=1C=CC2=C(N=C(N2)C)C1